[Ca+2].OC=1C(=CC2=CC=CC=C2C1N=NC1=C(C=C(C=C1)C)S(=O)(=O)[O-])C(=O)[O-] 3-Hydroxy-4-[(4-methyl-2-sulfophenyl)azo]-2-naphthoic acid calcium salt